BrC1=CC=C(S1)C(C)NC1=NC(=NC2=CC=C(C=C12)N1CCN(CC1)CC=1C=NC=CC1)C N-[1-(5-bromothiophen-2-yl)ethyl]-2-methyl-6-[4-(pyridin-3-ylmethyl)piperazin-1-yl]quinazolin-4-amine